COC(=O)C1=NN(C(C=C1O)=O)C1=C(C=CC=C1OC)F 4-hydroxy-1-(2-fluoro-6-methoxyphenyl)-6-oxo-1,6-dihydropyridazine-3-carboxylic acid methyl ester